3-bromo-N-methylimidazo[1,2-a]pyrazin-8-amine BrC1=CN=C2N1C=CN=C2NC